ClC1=CC2=C(C(=NO2)C2=C(C=CC=C2)[C@H](CC2=NC(=CC=C2F)S(=O)(=O)C)N[S@@](=O)C(C)(C)C)C=C1 (S)-N-{(S)-1-[2-(6-chlorobenzo[d]isoxazol-3-yl)phenyl]-2-(3-fluoro-6-methylsulfonylpyridine-2-yl)ethyl}-2-methylpropane-2-sulfinamide